CC=1C=C(C=NCC(C)C#N)C=CC1 N-(3-methylbenzylidene)(2-cyanopropyl)amine